N-(3-Fluoro-4-((6-methoxy-7-(3-morpholinopropoxy)chinolin-4-yl)oxy)phenyl)-4-phenyl-7,8-dihydro-6H-5,8-ethanopyrido[3,2-d]pyrimidin-2-carboxamid FC=1C=C(C=CC1OC1=CC=NC2=CC(=C(C=C12)OC)OCCCN1CCOCC1)NC(=O)C=1N=C(C2=C(N1)C1CCN2CC1)C1=CC=CC=C1